BrC=1C=CC(=C2C(=CC(=NC12)C)O)C 8-bromo-2,5-dimethyl-quinolin-4-ol